[N+](=O)([O-])C1=CC=C2C[C@H]([C@@H](C2=C1)NC1=CC(=CC=C1)C(F)(F)F)O trans-6-nitro-1-((3-(trifluoromethyl)phenyl)amino)-2,3-dihydro-1H-inden-2-ol